C(C)(C)(C)OC(=O)N1C(CCCC1)C(C)OS(=O)(=O)C (1-((methylsulfonyl)oxy)ethyl)piperidine-1-carboxylic acid tert-butyl ester